2,2'-Azobis(4-methoxy-2,4-dimethylvaleronitril) N(=NC(C#N)(CC(C)(OC)C)C)C(C#N)(CC(C)(C)OC)C